C(C1=CC=CC=C1)ON=C1CS(N(C2=C1C=CC=C2)C=2C=NC1=CC=CC=C1C2)(=O)=O N-(benzyloxy)-1-(quinolin-3-yl)-1H-2,1-benzothiazine-4(3H)-imine 2,2-dioxide